methyl 1-(methyl-d3)-1H-pyrazole-3-carboxylate C(N1N=C(C=C1)C(=O)OC)([2H])([2H])[2H]